FC(C(=O)N1CCN(CC1)S(=O)(=O)C=1C=C(C=CC1)S(=O)(=O)Cl)(F)F 3-((4-(2,2,2-trifluoroacetyl)piperazin-1-yl)sulfonyl)benzenesulfonyl chloride